C(C)OC(\C=C\C(NC=1SC(=C(N1)CC)C1=CC=CC=C1)=O)=O (E)-3-(4-Ethyl-5-phenyl-thiazol-2-ylcarbamoyl)-acrylic acid ethyl ester